N-methyl-N-(4,6,7-trifluoro-1H-indole-2-carbonyl)-L-leucyl-2-oxospiro[indoline-3,3'-pyrrolidine]-2',2',5-d3-5'-carboxamide CN([C@@H](CC(C)C)C(=O)N1C(C2(CC1C(=O)N)C(NC1=CC=C(C=C12)[2H])=O)([2H])[2H])C(=O)C=1NC2=C(C(=CC(=C2C1)F)F)F